(S)-4-(5-(3,5-dichlorophenyl)-5-(trifluoromethyl)-4,5-dihydro-isoxazol-3-yl)-2-methylbenzoic acid methyl ester COC(C1=C(C=C(C=C1)C1=NO[C@](C1)(C(F)(F)F)C1=CC(=CC(=C1)Cl)Cl)C)=O